phenyl-iodonium hexafluorophosphate F[P-](F)(F)(F)(F)F.C1(=CC=CC=C1)[IH+]